C[C@H]1[C@H]([C@H]([C@@H]([C@@H](O1)O[C@@H]2[C@H]([C@H]([C@H](O[C@H]2O[C@H]3[C@H]([C@H](OC([C@@H]3NC(=O)C)O)CO)O)CO)O)O)O)O)O The molecule is an amino trisaccharide consisting of alpha-L-fucopyranose, beta-D-galactopyranose and N-acetyl-D-galactopyranosamine residues joined in sequence with a (1->2)- and a (1->3)-linkage, respectively.